tert-butyl ((1s,4s)-4-((2-oxo-2,3-dihydro-1H-benzo[d]imidazol-1-yl)methyl)cyclohexyl)carbamate O=C1NC2=C(N1CC1CCC(CC1)NC(OC(C)(C)C)=O)C=CC=C2